ClC1=CC2=C(N(C(C(N2C)=O)=O)C2CCN(CC2)C2=NC=C(C=N2)C(=O)NC)N=C1 2-(4-(7-chloro-1-methyl-2,3-dioxo-2,3-dihydropyrido[2,3-b]pyrazin-4(1H)-yl)piperidine-1-yl)-N-methylpyrimidine-5-carboxamide